CC(C)C=1C=C(C=C(C1)C(C)C)CC(=O)NS(N(C1CN(CCC1)C)C1=C(C(=NO1)C)C)(=O)=O 2-[3,5-Bis(propan-2-yl)phenyl]-N-[(3,4-dimethyl-1,2-oxazol-5-yl)(1-methylpiperidin-3-yl)sulfamoyl]acetamide